5-Fluoro-N'-((1,2,3,5,6,7-hexahydro-s-indacen-4-yl)carbamoyl)-2-isopropylpyridine-4-sulfonimidamide FC=1C(=CC(=NC1)C(C)C)S(=O)(N)=NC(NC1=C2CCCC2=CC=2CCCC12)=O